N-(3,3-difluoro-1-methylpiperidin-4-yl)-2,3-dihydro-1H-pyrrolo[1,2-a]indole-9-carboxamide formate C(=O)O.FC1(CN(CCC1NC(=O)C1=C2N(C=3C=CC=CC13)CCC2)C)F